2-[2-[3-[[4-(carboxymethoxy)-3-chloro-benzoyl]amino]-1H-pyrazol-5-yl]benzimidazol-1-yl]acetic acid C(=O)(O)COC1=C(C=C(C(=O)NC2=NNC(=C2)C2=NC3=C(N2CC(=O)O)C=CC=C3)C=C1)Cl